6-(tert-Butylsulfonyl)-3-(6-chloro-5-(trifluoromethoxy)pyridin-2-yl)-7-methoxyimidazo[1,2-a]pyridine C(C)(C)(C)S(=O)(=O)C=1C(=CC=2N(C1)C(=CN2)C2=NC(=C(C=C2)OC(F)(F)F)Cl)OC